(R)-3-(4-Amino-6-((2-hydroxyethyl)(methyl)amino)pyrido[3,4-d]pyrimidin-8-yl)-2,4-dimethylphenol NC=1C2=C(N=CN1)C(=NC(=C2)N(C)CCO)C=2C(=C(C=CC2C)O)C